(3-((tetrahydro-2H-pyran-2-yl)oxy)cyclobutyl)methanol tris(2,2,6,6-tetramethyl-4-piperidyl)nitrilotriacetate CC1(NC(CC(C1)C(C(=O)O)N(C(C(=O)O)C1CC(NC(C1)(C)C)(C)C)C(C(=O)O)C1CC(NC(C1)(C)C)(C)C)(C)C)C.O1C(CCCC1)OC1CC(C1)CO